N1=C(C=CC=C1)CN(CC1=CC=C(C=C1)CNCC1CCCC=2C=CC=NC12)CC1=NC=CC=C1 bis(2-pyridylmethyl)-N'-[(5,6,7,8-tetrahydro-8-quinolyl)methyl]-1,4-xylylenediamine